F[B-](F)(F)F.FC(C(C(C(F)(F)F)(F)F)(C1=CC=C(C=C1)[N+]#N)F)(F)F 4-(Perfluorobutan-2-yl)benzenediazonium tetrafluoroborate